(R)-N-(5-chloro-4-(5,5-dimethyl-5,6-dihydro-4H-pyrrolo[1,2-b]pyrazol-3-yl)pyridin-2-yl)-2-(2-cyanopyridin-4-yl)propanamide ClC=1C(=CC(=NC1)NC([C@H](C)C1=CC(=NC=C1)C#N)=O)C1=C2N(N=C1)CC(C2)(C)C